2-cyclopropyl-5-fluorobenzo[d]oxazole-6-carboxylic acid methyl ester COC(=O)C1=CC2=C(N=C(O2)C2CC2)C=C1F